1H-pyrazolo[4,3-c]pyridine 5-oxide N1N=CC=2C=[N+](C=CC21)[O-]